OC1CC(C2(C1)CCN(CC2)C(=O)OC(C)(C)C)=O tert-Butyl 3-hydroxy-1-oxo-8-azaspiro[4.5]decane-8-carboxylate